ClC1=CC=C(S1)CN(C1=CC(=C(C=C1)NC(CC1=CC=C(C=C1)OC)=O)C)C N-{4-[(5-Chloro-thiophen-2-ylmethyl)-(methyl)amino]-2-methyl-phenyl}-2-(4-methoxyphenyl)-acetamide